FC(COC(C(=C)C)=O)(S(=O)(=O)[O-])F.C(C)(C)(C)C1=CC=C(C=C1)[S+]1C2=C(C3=C1C=CC=C3)C=CC=C2 5-(4-(tert-butyl)phenyl)-5H-dibenzo[b,d]thiophen-5-ium 1,1-difluoro-2-(methacryloyloxy)ethane-1-sulfonate